2-(1-(4-(5-chloro-2-(1H-tetrazol-1-yl)phenyl)-5-methoxy-2-oxopyridin-1(2H)-yl)-2-phenylethyl)-4-oxo-3,4-dihydroquinazoline-6-carboxylic acid ClC=1C=CC(=C(C1)C1=CC(N(C=C1OC)C(CC1=CC=CC=C1)C1=NC2=CC=C(C=C2C(N1)=O)C(=O)O)=O)N1N=NN=C1